N1(CCOCC1)C(=O)OCCOC1=CC2=C(OC[C@@H](C(N2C)=O)NC(=O)OC(C)(C)C)C=C1 (S)-2-((3-((tert-butoxycarbonyl)amino)-5-methyl-4-oxo-2,3,4,5-tetrahydrobenzo[b][1,4]oxazepin-7-yl)oxy)ethyl morpholine-4-carboxylate